dimethyl propanephosphonate C(CC)P(OC)(=O)OC